COCC1=NC2=CC(=CC(=C2N=C1)B(OC)OC)C dimethyl (2-(methoxymethyl)-7-methylquinoxalin-5-yl)boronate